tert-Butyl 4-(6-chloro-7-(2-(thiazol-2-yl)phenyl)quinazolin-4-yl)piperazine-1-carboxylate ClC=1C=C2C(=NC=NC2=CC1C1=C(C=CC=C1)C=1SC=CN1)N1CCN(CC1)C(=O)OC(C)(C)C